tert-butyl (6-(2-cyanopropan-2-yl)-4-methoxypyridin-3-yl)carbamate C(#N)C(C)(C)C1=CC(=C(C=N1)NC(OC(C)(C)C)=O)OC